2-cyclopropyl-5-(imidazo[1,2-a]pyridin-6-yl)-7H-pyrrolo[2,3-d]pyrimidine C1(CC1)C=1N=CC2=C(N1)NC=C2C=2C=CC=1N(C2)C=CN1